C[C@@H]1CN(C(=CC1)C1COCCC1)C(=O)OC(C)(C)C (3S)-tert-butyl 3-methyl-6-(tetrahydro-2H-pyran-3-yl)-3,4-dihydropyridine-1(2H)-carboxylate